NC1=NC=CC(=C1F)CC=1C(=C(N=NC1)NC1=C(C=C(C=C1)Cl)F)C 5-[(2-amino-3-fluoro-4-pyridinyl)methyl]-N-(4-chloro-2-fluoro-phenyl)-4-methyl-pyridazin-3-amine